(2-nitrobenzyl) alcohol [N+](=O)([O-])C1=C(CO)C=CC=C1